C(C)(C)(C)OC(=O)N1CC2N(C(C1)C2)C=2C=NC(=CC2)C(=O)OC.BrC2=CC=C(C=C2)C2=CC=C(S2)C2=CC=C(N(C1=CC=C(C=C1)OC)C1=CC=C(C=C1)OC)C=C2 4-(5-(4-bromophenyl)thiophen-2-yl)-N,N-bis(4-methoxyphenyl)aniline tert-butyl-6-(6-(methoxycarbonyl)pyridin-3-yl)-3,6-diazabicyclo[3.1.1]heptane-3-carboxylate